1-((3S,4R,5R,6R)-4,5-dihydroxy-6-(hydroxymethyl)tetrahydro-2H-pyran-3-yl)pyridin-4(1H)-one O[C@@H]1[C@H](CO[C@@H]([C@@H]1O)CO)N1C=CC(C=C1)=O